CCC(CCCCCCCCCCC)[Se] 3-tetradecylselenium